OCCCOC(C=C)=O.C(C=C)(=O)O acrylic acid Hydroxypropyl-acrylate